N[C@H](C)C1=CC(=NC2=C(C=C(C=C12)C1=NC(=NC=C1F)NC1=NC=C(C=C1)N1CCNCC1)F)C |r| (±)-4-(4-(1-Aminoethyl)-8-fluoro-2-methylquinolin-6-yl)-5-fluoro-N-(5-(piperazin-1-yl)pyridin-2-yl)pyrimidin-2-amine